N-(4-(benzyloxy)phenyl)pivalamide C(C1=CC=CC=C1)OC1=CC=C(C=C1)NC(C(C)(C)C)=O